OC1=C(C=CC=C1)OC Hydroxylanisol